CNC(=O)C1OCCCN(C1)S(=O)(=O)C N-methyl-4-(methylsulfonyl)-1,4-oxazepane-2-carboxamide